1-(6-fluoro-3-methylbenzofuran-2-yl)ethan-1-one FC1=CC2=C(C(=C(O2)C(C)=O)C)C=C1